2-nitro-4-(trifluoromethyl)benzenenitrile [N+](=O)([O-])C1=C(C=CC(=C1)C(F)(F)F)C#N